NC=1C2=C(N=CN1)C(=NC(=C2)NCC(F)(F)F)C=2C(=C(C=CC2C)O)C (S)-3-(4-amino-6-((2,2,2-trifluoroethyl)amino)pyrido[3,4-d]pyrimidin-8-yl)-2,4-dimethylphenol